ClC1=C(C=CC=C1)N1C(N=C(C2=CC=C(C=C12)C1CC1)N1CC(C1)O)=O 1-(2-Chlorophenyl)-7-cyclopropyl-4-(3-hydroxyazetidin-1-yl)quinazolin-2(1H)-one